BrC1=C(C(=CC(=C1)C(C(F)(F)F)(C(F)(F)F)F)C(F)(F)F)NC(C1=C(C(=CC=C1)N(C(C1=CC=C(C=C1)C#N)=O)C(C)C1(CC1)Cl)F)=O N-(2-Bromo-4-(perfluoropropan-2-yl)-6-(trifluoromethyl)phenyl)-3-(N-(1-(1-chlorocyclopropyl)ethyl)-4-cyanobenzamido)-2-fluorobenzamid